C(C)(C)C1=NOC(=N1)C1CCN(CC1)C1=NN2C(S1)=NC(=C2)C2=CC=C(C=C2)C(=O)N2CCOCC2 (4-(2-(4-(3-isopropyl-1,2,4-oxadiazol-5-yl)piperidin-1-yl)imidazo[2,1-b][1,3,4]thiadiazol-6-yl)phenyl)(morpholino)methanon